5-hydroxy-6-(5H-imidazo[5,1-a]isoindol-5-yl)-N,N-dimethyl-5,6,7,8-tetrahydronaphthalene-2-carboxamide OC1C=2C=CC(=CC2CCC1C1N2C(C3=CC=CC=C13)=CN=C2)C(=O)N(C)C